(R,E)-2-(4-(5-(2-(6-(1H-imidazol-1-yl)pyridin-3-yl)vinyl)pyrimidin-2-yl)-2-(methoxymethyl)piperazin-1-yl)pyrimidine-5-carbaldehyde N1(C=NC=C1)C1=CC=C(C=N1)/C=C/C=1C=NC(=NC1)N1C[C@@H](N(CC1)C1=NC=C(C=N1)C=O)COC